OCC1CC(N(C1)C=1C=CC(=C(C(=O)O)C1)OC)=O 5-(4-(hydroxymethyl)-2-oxopyrrolidin-1-yl)-2-methoxybenzoic acid